[Si](C)(C)(C(C)(C)C)OCCCO 3-((tert-butyldimethylsilyl)oxy)propan-1-ol